(3-isopropylphenyl)butyraldehyde C(C)(C)C=1C=C(C=CC1)C(C=O)CC